COC=1C=CC(=C2C(=CNC12)C)CNC1=CN=C2C(=N1)N=C(C=C2)N[C@@H]2CC[C@H](CC2)N 3-N-[(7-methoxy-3-methyl-1H-indol-4-yl)methyl]-6-N-[trans-4-aminocyclohexyl]pyrido[2,3-b]pyrazine-3,6-diamine